Cholesta-8,24-dien-3-ol-4-carboxylate CC(C)=CCC[C@@H](C)[C@H]1CC[C@H]2C=3CCC4C(C(CC[C@]4(C)C3CC[C@]12C)O)C(=O)[O-]